Methyl 2-methyl-8-(2-methoxypropan-2-yl)imidazo[1,2-b]pyridazine-7-carboxylate CC=1N=C2N(N=CC(=C2C(C)(C)OC)C(=O)OC)C1